BrC=1C=C2C(CN(C(C2=CC1)=O)CC(=O)OC)CC methyl 2-(6-bromo-4-ethyl-1-oxo-3,4-dihydroisoquinolin-2(1H)-yl)acetate